Dimethyl 2-amino-4-(7-cyanobenzo[b]thiophen-3-yl)-6-methyl-1,4-dihydropyridine-3,5-dicarboxylate NC=1NC(=C(C(C1C(=O)OC)C=1C2=C(SC1)C(=CC=C2)C#N)C(=O)OC)C